C(C1=CC=CC=C1)OC(=O)N1CCN(C2=CC=CC(=C12)C)C1=CC2=C(N=C(N=C2)SC)N(C1=O)C1=CC(=CC=C1)OC 4-[8-(3-methoxyphenyl)-2-methylsulfanyl-7-oxo-pyrido[2,3-d]pyrimidin-6-yl]-8-methyl-2,3-dihydroquinoxaline-1-carboxylic acid benzyl ester